ClC1=C(C=C2C(C(=CN(C2=N1)C1=C(C=C(C=C1F)F)F)C(=O)NC(C(C(F)(F)F)(F)F)CC)=O)F 7-Chloro-6-fluoro-4-oxo-N-[1,1,1,2,2-pentafluoropentan-3-yl]-1-(2,4,6-trifluorophenyl)-1,4-di-hydro-1,8-naphthyridine-3-carboxamide